CC(C(=O)O)CC(CC)C 2,4-dimethylhexanoic acid